CCCCCCCC/C=C\\CCCCCCCC(=O)OC[C@H](COP(=O)([O-])OC1[C@@H]([C@H](C([C@H]([C@H]1O)O)O)O)O)O The molecule is a lysophosphatidylinositol 18:1(1-) obtained by deprotonation of the phosphate OH group of 1-oleoyl-sn-glycero-3-phospho-D-myo-inositol; major species at pH 7.3. It is a lysophosphatidylinositol 18:1(1-) and a 1-acyl-sn-glycero-3-phospho-1D-myo-inositol(1-). It is a conjugate base of a 1-oleoyl-sn-glycero-3-phospho-D-myo-inositol.